(S)-α-ethoxy-4-[2-[methyl-5-[4-(methylthio)phenyl]-1H-pyrrol-1-yl]ethoxy]benzenepropanoic acid C(C)O[C@H](C(=O)O)CC1=CC=C(C=C1)OCCN1C(=CC=C1C1=CC=C(C=C1)SC)C